OC[C@H](C(=O)O)C (2r)-3-hydroxy-2-methylpropanoic acid